1-(2-ethylhexyl)glycerol C(C)C(COCC(O)CO)CCCC